C1=CC=CC=2C3=CC=CC=C3C(C12)COC(=O)N[C@H](C(=O)O)CC1=CC(=NC=C1)NC(=O)OC(C)(C)C (S)-2-[[(9H-Fluoren-9-ylmethoxy)carbonyl]amino]-3-(2-((tert-butyloxycarbonyl)amino)pyridin-4-yl)propanoic acid